FC(OC1=NC=CC(=C1)CNC(=O)NCC1(CCC1)C(F)(F)F)F 1-[[2-(difluoro-methoxy)pyridin-4-yl]methyl]-3-[[1-(trifluoro-methyl)cyclobutyl]methyl]urea